ClC1=C(C=NC2=CC=C(C=C12)OC(F)(F)F)S(=O)(=O)N 4-chloro-6-(trifluoromethoxy)quinoline-3-sulfonamide